2-(2-chlorophenyl)-7-(2-oxo-1,2,3,4-tetrahydro-1,6-naphthyridin-8-yl)-5,7-diazaspiro[3.4]octane-6,8-dione ClC1=C(C=CC=C1)C1CC2(C1)NC(N(C2=O)C=2C=NC=C1CCC(NC21)=O)=O